2-cyano-4-(7-cyanobenzo[b]thiophen-3-yl)-6-cyclopropyl-1,4-dihydropyridine-3,5-dicarboxylic acid dimethyl ester COC(=O)C1=C(NC(=C(C1C=1C2=C(SC1)C(=CC=C2)C#N)C(=O)OC)C2CC2)C#N